(Z)-2-(2,6-dioxopiperidin-3-yl)-5-(5-((1-(2-(4-(1-(4-hydroxyphenyl)-2-phenylbut-1-en-1-yl)phenoxy)ethyl)piperidin-4-yl)methyl)-2,5-diazabicyclo[2.2.1]heptan-2-yl)isoindoline-1,3-dione O=C1NC(CCC1N1C(C2=CC=C(C=C2C1=O)N1C2CN(C(C1)C2)CC2CCN(CC2)CCOC2=CC=C(C=C2)\C(=C(\CC)/C2=CC=CC=C2)\C2=CC=C(C=C2)O)=O)=O